CC1(C2CC3CC(CC1C3)C2)OC(=O)CCCOC(=O)C2C3C=CC(C2)C3 5-(3-(2-methyl-2-adamantyloxycarbonyl)propoxycarbonyl)-bicyclo[2.2.1]hept-2-ene